methyl-titanium (IV) C[Ti+3]